2-(2-((4-(tert-butoxycarbonyl)piperazin-1-yl)methyl)-5-(trifluoromethyl)phenyl)thiophene-3-carboxylic acid C(C)(C)(C)OC(=O)N1CCN(CC1)CC1=C(C=C(C=C1)C(F)(F)F)C=1SC=CC1C(=O)O